trans-5-(1,3-dioxo-2,3-dihydro-1H-isoindol-2-yl)-N'-{[2-(trifluoromethoxy)ethoxy]carbonyl}-1,3-dioxane-2-carbohydrazide O=C1N(C(C2=CC=CC=C12)=O)[C@H]1CO[C@@H](OC1)C(=O)NNC(=O)OCCOC(F)(F)F